C(C)(C)C1=C(C=CC=C1)C1=NC(=C2N(C(N(C2=N1)CC1=CC=C(C=C1)C=1N(C=C(N1)C(F)(F)F)C)=N)C)C 2-(2-isopropylphenyl)-6,7-dimethyl-9-(4-(1-methyl-4-(trifluoromethyl)-1H-imidazol-2-yl)benzyl)-7,9-dihydro-8H-purin-8-imine